5-((4-bromo-2-chloro-5-fluorobenzyl)oxy)benzo[c][1,2,5]oxadiazol BrC1=CC(=C(COC2=CC=3C(=NON3)C=C2)C=C1F)Cl